BrC1=CC(=NC=C1)C(CC)NS(=O)C(C)(C)C N-(1-(4-bromopyridin-2-yl)propyl)-2-methylpropan-2-sulfinamide